6-fluoro-N-((3S,4S)-3-fluoro-1-(oxetan-3-yl)piperidin-4-yl)-5-(1-((R)-2-fluoropropyl)-1H-benzo[d][1,2,3]triazol-6-yl)-4-methoxypyrrolo[2,1-f][1,2,4]triazin-2-amine FC=1C(=C2C(=NC(=NN2C1)N[C@@H]1[C@H](CN(CC1)C1COC1)F)OC)C=1C=CC2=C(N(N=N2)C[C@@H](C)F)C1